NC1=C(C=C(C=N1)NC(C(=O)N1[C@H](CC[C@@H](C1)C)C1=CC=C(C=C1)F)=O)C(C)C N-(6-amino-5-isopropyl-3-pyridyl)-2-[(2R,5S)-2-(4-fluorophenyl)-5-methyl-1-piperidyl]-2-oxo-acetamide